[Fe].[Tm] thulium-iron